7α-Hydroxycholest-4-en-3-one O[C@H]1[C@H]2[C@@H]3CC[C@H]([C@@H](CCCC(C)C)C)[C@]3(CC[C@@H]2[C@]2(CCC(C=C2C1)=O)C)C